2-(azetidin-1-ylmethyl)propane-1,3-diyl dioleate C(CCCCCCC\C=C/CCCCCCCC)(=O)OCC(COC(CCCCCCC\C=C/CCCCCCCC)=O)CN1CCC1